2-(4-(2-amino-7-(1H-pyrazol-5-yl)quinolin-4-yl)-1H-pyrazol-1-yl)ethan-1-ol NC1=NC2=CC(=CC=C2C(=C1)C=1C=NN(C1)CCO)C1=CC=NN1